(3-triphenylen-2-ylphenyl)-boronic acid C1=C(C=CC=2C3=CC=CC=C3C3=CC=CC=C3C12)C=1C=C(C=CC1)B(O)O